(S or R)-2-(6-methoxypyridin-3-yl)-N-((R)-phenyl((R)-1,2,3,4-tetrahydropyrido[2,3-b]pyrazin-3-yl)methyl)propan-1-amine COC1=CC=C(C=N1)[C@@H](CN[C@@H]([C@H]1CNC2=C(N1)N=CC=C2)C2=CC=CC=C2)C |o1:8|